2-(2-hydroxyethyl)-5-[4-[[4-[[5-(trifluoromethyl)-2-pyridinyl]amino]-1-piperidinyl]sulfonyl]phenyl]isoindolin-1-one OCCN1C(C2=CC=C(C=C2C1)C1=CC=C(C=C1)S(=O)(=O)N1CCC(CC1)NC1=NC=C(C=C1)C(F)(F)F)=O